NC1=CC=C(C=C1)C1=NNC(=C1)C1=CC(=CC=C1)Br 3-(4-Aminophenyl)-5-(3-bromophenyl)-1H-pyrazole